IC1=C(C=CC(=C1)C(F)(F)F)NC(=O)N[C@@H](C)C=1N(N=CN1)C1=NC=CC=N1 1-[2-iodo-4-(trifluoromethyl)phenyl]-3-[(1S)-1-(2-pyrimidin-2-yl-1,2,4-triazol-3-yl)ethyl]urea